3-[(3-chloro-2-methoxyphenyl)amino]-2-(3-{[(2S)-4-(prop-2-enoyl)morpholin-2-yl]methoxy}pyridin-4-yl)-1H,5H,6H,7H-pyrrolo[3,2-c]pyridin-4-one ClC=1C(=C(C=CC1)NC1=C(NC2=C1C(NCC2)=O)C2=C(C=NC=C2)OC[C@@H]2CN(CCO2)C(C=C)=O)OC